C(C)OC=1C(=CC(=NC1)N1C(N(C(C1(C)C)=O)C1=CC(=C(C#N)C=C1)C(F)(F)F)=S)C1=NN2C(C(N1)=O)=C(N=C2CCC)C 4-(3-(5-ethoxy-4-(5-methyl-4-oxo-7-propyl-3,4-dihydroimidazo[5,1-f][1,2,4]triazin-2-yl)pyridin-2-yl)-4,4-dimethyl-5-oxo-2-thioxoimidazolidin-1-yl)-2-(trifluoromethyl)benzonitrile